C1CCC12CNC(C2)=O 6-azaspiro[3.4]octane-7-one